[Sn].[Sn] Tin-Tin